chloro-4-((3-(tetrahydro-2H-pyran-4-yl)-1H-pyrazol-4-yl)oxy)pyridine trans-3-hexen-1-yl-salicylate C(=C\CCCC)/C1=C(C(C(=O)O)=CC=C1)O.ClC1=NC=CC(=C1)OC=1C(=NNC1)C1CCOCC1